5'-(trifluoromethyl)spiro[cyclopropane-1,3'-indoline]-2'-one FC(C=1C=C2C3(C(NC2=CC1)=O)CC3)(F)F